C(C)(C)(C)OC(=O)N1CC2(C1)CCC(CC2)OC2=CC=NC=C2 7-(pyridin-4-yloxy)-2-azaspiro[3.5]nonane-2-carboxylic acid tert-butyl ester